[Cl-].COC(CC(C=1C=NC(=NC1)OCCCC=C)C1=CC=C2CC[NH2+]CC2=C1)=O 7-(3-methoxy-3-oxo-1-(2-(pent-4-en-1-yloxy)pyrimidin-5-yl)propyl)-1,2,3,4-tetrahydroisoquinolin-2-ium chloride